sodium (4R,12AS)-9-{[(2,4-difluorophenyl) methyl]carbamoyl}-4-methyl-6,8-dioxo-3,4,6,8,12,12A-hexahydro-2H-pyrido[1',2':4,5]pyrazino[2,1-b][1,3]oxazin-7-olate FC1=C(C=CC(=C1)F)CNC(=O)C=1C(C(=C2N(C[C@@H]3OCC[C@H](N3C2=O)C)C1)[O-])=O.[Na+]